NC1=C(C=C(C=C1)S(=O)(=O)[O-])S(=O)(=O)[O-] 2-amino-1,5-benzenedisulfonate